4-(3-((2-((4-(3,3-dimethylpiperazin-1-yl)-2-ethylphenyl)amino)-5-(trifluoromethyl)pyrimidin-4-yl)amino)propyl)-1,4-oxazepan-3-one CC1(CN(CCN1)C1=CC(=C(C=C1)NC1=NC=C(C(=N1)NCCCN1C(COCCC1)=O)C(F)(F)F)CC)C